FC1=NC=CC2=C1C(=CN2)C=O 4-FLUORO-1H-PYRROLO[3,2-C]PYRIDINE-3-CARBALDEHYDE